4-(cyclopropylamino)-2-((8-(4-morpholino-piperidine-1-carbonyl)-2,3-dihydrobenzo[b][1,4]dioxin-5-yl)amino)-7H-pyrrolo[2,3-d]pyrimidine-5-carbonitrile C1(CC1)NC=1C2=C(N=C(N1)NC1=CC=C(C=3OCCOC31)C(=O)N3CCC(CC3)N3CCOCC3)NC=C2C#N